3-(7-((trifluoromethyl)thio)thiazolo[5,4-b]pyridin-5-yl)imidazolidine-1-carboxylic acid tert-butyl ester C(C)(C)(C)OC(=O)N1CN(CC1)C1=CC(=C2C(=N1)SC=N2)SC(F)(F)F